1-ethyl-3-(3-methylenepropyl)-carbodiimide C(C)N=C=NCCC=C